N=1C=C(N2N=CC=CC21)C#CC=2C=C(C(=O)NC1=CC=C3C(=CN(C3=C1)C)C1=CC=CC=C1)C=CC2C 3-(Imidazo[1,2-b]pyridazin-3-ylethynyl)-4-methyl-N-(1-methyl-3-phenyl-1H-indol-6-yl)benzamide